ClC1=C(C(=O)OC(C)(C)C)C=CC(=N1)Cl tert-butyl 2,6-dichloro-nicotinate